CC1OC=2C(=C(C(=C(C2C2=C1C=CC=C2)O)C)C)C tetramethyl-6H-benzo[c]chromen-1-ol